acetic acid (2-amino-5-ethyl-phenyl) ester NC1=C(C=C(C=C1)CC)OC(C)=O